C(C1=CC=CC=C1)NC1=C(C(=C2N(C(CNS2(=O)=O)C(=O)OC)C1=O)C1=CC(=CC=C1)C(F)(F)F)CC1=CC=CC2=CC=CC=C12 Methyl 7-(benzylamino)-8-(naphthalen-1-ylmethyl)-6-oxo-9-(3-(trifluoromethyl)phenyl)-3,4-dihydro-2H,6H-pyrido[1,2-e][1,2,5]thiadiazine-4-carboxylate 1,1-dioxide